FC1=C(C(=O)N[C@H](C(=O)O)CC2=CC=C(C=C2)C2=C(N(C(C=C2C(F)(F)F)=O)C)C)C(=CC(=C1)N[C@@H](C(F)(F)F)CC)F (S)-2-(2,6-difluoro-4-(((R)-1,1,1-trifluorobutan-2-yl)amino)benzamido)-3-(4-(1,2-dimethyl-6-oxo-4-(trifluoromethyl)-1,6-dihydropyridin-3-yl)phenyl)propanoic acid